tert-butyl 5-fluoro-2-((3-nitro-2-oxopyridin-1(2H)-yl)methyl)-1H-indole-1-carboxylate FC=1C=C2C=C(N(C2=CC1)C(=O)OC(C)(C)C)CN1C(C(=CC=C1)[N+](=O)[O-])=O